CC=1N=C2N(N=CC=C2CC(=O)O)C1 2-(2-methylimidazo[1,2-b]pyridazin-8-yl)acetic acid